CC(C(=O)OC1=CC=C(C2=COC=3C=C(C=C(C3C2=O)O)O)C=C1)(CCCOP(=O)(O)O)C genistein 4'-(2,2-dimethyl-5-(phosphonooxy)pentanoate)